(2S)-2-((2-(4-(cyanomethyl)-2-carbonylpyrrolidin-1-yl)-5,6-dihydrobenzo[f]imidazo[1,2-d][1,4]oxazepin-9-yl)amino)propanamide C(#N)CC1CC(N(C1)C=1N=C2N(CCOC3=C2C=CC(=C3)N[C@H](C(=O)N)C)C1)=C=O